N=1C=CN2C1C=NC(=C2)B(O)O imidazo[1,2-a]pyrazin-6-ylboronic acid